ketoazide O(N=[N+]=[N-])N=[N+]=[N-]